[Si](C)(C)(C(C)(C)C)O[C@@H]1COCC[C@H]1NC1=NC=C(C(=C1)C1=NC(=NS1)C1CCN(CC1)C(=O)OC(C)(C)C)Cl tert-butyl 4-(5-(2-(((3S,4R)-3-((tert-butyldimethylsilyl)oxy)tetrahydro-2H-pyran-4-yl)amino)-5-chloropyridin-4-yl)-1,2,4-thiadiazol-3-yl)piperidine-1-carboxylate